FC1=C(C=CC=C1)C1CCC(CC1)OC[C@H]1[C@H](CCC2=CC=C(C(N12)=O)C)NS(=O)(=O)C |r| rac-N-[(3S,4R)-4-({[(1s,4S)-4-(2-fluorophenyl)cyclohexyl]oxy}methyl)-7-methyl-6-oxo-1,3,4,6-tetrahydro-2H-quinolizin-3-yl]methanesulfonamide